[C@@H]12N(C[C@@H](NC1)C2)C=2C(C(C2N(C2=CC=CC=C2)CC2=NC=C(C=C2)C=2OC(=NN2)C(F)F)=O)=O 3-[(1S,4S)-2,5-diazabicyclo[2.2.1]heptan-2-yl]-4-[N-[[5-[5-(difluoromethyl)-1,3,4-oxadiazol-2-yl]-2-pyridyl]methyl]anilino]cyclobut-3-en-1,2-dione